3-(2,2-difluoropropyl)-1-[[2-(methoxymethyl)-6-(trifluoromethyl)imidazo[2,1-b][1,3,4]thiadiazol-5-yl]methyl]-2H-pyrrol-5-one FC(CC=1CN(C(C1)=O)CC1=C(N=C2SC(=NN21)COC)C(F)(F)F)(C)F